ClC=1N=C2C(=C(C(NC2=CC1)=O)C1=NN(C(C1)C1=CC=C(C=C1)C)C(CC)=O)C 6-chloro-4-methyl-3-(1-propionyl-5-(p-tolyl)-4,5-dihydro-1H-pyrazol-3-yl)-1,5-naphthyridin-2(1H)-one